C(C)[C@]1(C[C@H](NC1)C(=O)N1CCN(CC1)C(=O)C1=C(C=C(C=C1)NC=1C=2N(C=CN1)C(=CN2)C2=CC(=C(C=C2)OC)F)C)O [4-[(2S,4R)-4-ethyl-4-hydroxypyrrolidine-2-carbonyl]piperazin-1-yl]-[4-[[3-(3-fluoro-4-methoxyphenyl)imidazo[1,2-a]pyrazin-8-yl]amino]-2-methylphenyl]methanone